3-(4-(3-aminoazetidin-1-yl)-2-fluoro-3-methoxyphenyl)piperidine-2,6-dione NC1CN(C1)C1=C(C(=C(C=C1)C1C(NC(CC1)=O)=O)F)OC